NCCN1CCN(CC1)CCC(=O)NC1=C(C(=O)NC=2N=NC(=CC2)OC)C=CC=C1 2-(3-(4-(2-aminoethyl)piperazin-1-yl)propionylamino)-N-(6-methoxypyridazin-3-yl)benzamide